C1(CC1)CNC1=C2C(=NC=3C=C(C(=CC13)OC)OCCCC=1N(C=CN1)C)CCC2 N-(cyclopropylmethyl)-7-methoxy-6-[3-(1-methyl-1H-imidazol-2-yl)propoxy]-1H,2H,3H-cyclopenta[b]quinolin-9-amine